2-(3,4-dichlorophenyl)-1-[(3S)-3-({5-[2-(difluoromethyl)-1-methyl-1H-imidazol-4-yl]-6-methylpyridin-2-yl}amino)pyrrolidin-1-yl]-2,2-difluoroethan-1-one ClC=1C=C(C=CC1Cl)C(C(=O)N1C[C@H](CC1)NC1=NC(=C(C=C1)C=1N=C(N(C1)C)C(F)F)C)(F)F